tert-Butyl 4-(2-(7-(2,3-dichloro-6-methoxyphenyl)imidazo[1,2-a]pyridin-2-yl)acetyl)piperazine-1-carboxylate ClC1=C(C(=CC=C1Cl)OC)C1=CC=2N(C=C1)C=C(N2)CC(=O)N2CCN(CC2)C(=O)OC(C)(C)C